8-(pyridin-3-yl)-1-(pyridin-3-ylmethyl)-1,3-dihydro-2H-imidazo[4,5-c]isoquinolin-2-one N1=CC(=CC=C1)C1=CC=2C3=C(N=CC2C=C1)NC(N3CC=3C=NC=CC3)=O